C(C)OC(=O)C=1N=C2N(N=C(C=C2N2[C@H](CN([C@@H](C2)CC)C(=O)OC(C)(C)C)CO)Cl)C1 8-((2R,5R)-4-(tert-Butoxycarbonyl)-5-ethyl-2-(hydroxymethyl)piperazin-1-yl)-6-chloroimidazo[1,2-b]pyridazine-2-carboxylic acid ethyl ester